N1=C(C(=CC=C1)C1=CC=NC=C1)OC=1C=C(C=C(C1)OC)C1=NC(=NO1)C 5-(3-([3,4'-bipyridin]-2-yloxy)-5-methoxyphenyl)-3-methyl-1,2,4-oxadiazole